COC(C1CCN(CC1)C1=CC=C(C=C1)[C@@H]1[C@@H](CCCC2=C1C=CC(=C2)C(=O)OC)C2=CC=CC=C2)OC methyl (5S,6R)-5-[4-[4-(dimethoxymethyl)-1-piperidyl]phenyl]-6-phenyl-6,7,8,9-tetrahydro-5H-benzo[7]annulene-2-carboxylate